[Cl-].[Cl-].C[Si](=[Zr+2](C1C(=CC2=CC=CC=C12)C)C1C(=CC2=CC=CC=C12)C)C rac-dimethylsilylene-bis(2-methylindenyl)zirconium dichloride